C(C)(C)(C)C1=CC2=C3C4=C5C(=C6C=C(C=CC6=C(C5=CC=C4C(=C2C=C1)C1=CC=C(C(=O)OC)C=C1)C1=CC=C(C(=O)OC)C=C1)C(C)(C)C)C=C3 dimethyl 4,4'-(2,11-di-tert-butylbenzo[rst]pentaphene-5,8-diyl)dibenzoate